C(C(=C)C)(=O)O.C(CCCCCCCC)OC1=CC=CC=C1 nonylphenylether methacrylate